S1C=NC2=C1C(=CC=C2)C2=NSC(=C2C2CC2)C(=O)NC=2C=NC(=C(C2)C)N2N=CC=N2 3-(BENZO[D]THIAZOL-7-YL)-4-CYCLOPROPYL-N-(5-METHYL-6-(2H-1,2,3-TRIAZOL-2-YL)PYRIDIN-3-YL)ISOTHIAZOLE-5-CARBOXAMIDE